NC1=C(C(=O)NC=2SC=C(N2)C2=CC=CC=C2)C=CC(=C1)C(F)(F)F 2-amino-N-(4-phenyl-1,3-thiazol-2-yl)-4-(trifluoromethyl)benzamide